tert-butyl N-methyl-N-[(S)-phenyl({[(1R,3S)-3-{[2-(trifluoromethyl)quinolin-4-yl]amino}cyclohexyl]carbamoyl})methyl]carbamate CN(C(OC(C)(C)C)=O)[C@H](C(N[C@H]1C[C@H](CCC1)NC1=CC(=NC2=CC=CC=C12)C(F)(F)F)=O)C1=CC=CC=C1